OC1=CC2=C(SC3=C2C=CC=C3)C=C1B(O)O (2-hydroxydibenzo[b,d]thiophen-3-yl)boronic acid